FC(C1=NC(=NC=C1C=1OC=CN1)N1CCC2(C(N3[C@H](O2)CC[C@H]3C3=CC=CC=C3)=O)CC1)F (5'S,7a'R)-1-[4-(difluoromethyl)-5-(1,3-oxazol-2-yl)pyrimidin-2-yl]-5'-phenyltetrahydro-3'H-spiro[piperidine-4,2'-pyrrolo[2,1-b][1,3]oxazol]-3'-one